NC1=NC2=CC(=CC(=C2C=C1)N1CCC(CC1)SC(C)C)S(=O)(=O)NC1(CC1)C 2-amino-5-(4-isopropylsulfanyl-1-piperidyl)-N-(1-methylcyclopropyl)quinoline-7-sulfonamide